2-(4-fluoro-2,6-diisopropylphenyl)-N-(5-(2-hydroxyethyl)thiazol-2-ylsulfonyl)acetamide FC1=CC(=C(C(=C1)C(C)C)CC(=O)NS(=O)(=O)C=1SC(=CN1)CCO)C(C)C